Cl.NC\C=C(\CN1C=NC2=C1C=C(C=C2C2=CC(=C(C=C2)OC)S(N(C)C)(=O)=O)C(=O)OC)/F Methyl (Z)-1-(4-amino-2-fluorobut-2-en-1-yl)-4-(3-(N,N-dimethylsulfamoyl)-4-methoxy Phenyl)-1H-benzo[d]imidazole-6-carboxylate hydrochloride